N1C=CC2=CC=C(C=C12)CN1C(N(C=2N=C(N(C2C1=O)C)N[C@@H]1C[C@@H](CC1)O)C)=O |r| (±)-1-((1H-indol-6-yl)methyl)-8-((cis)-3-hydroxycyclopentylamino)-3,7-dimethyl-1H-purine-2,6(3H,7H)-dione